O1C(=CC2=C1C=CC=C2)C2=C(C(=NC(=N2)C2=CN(C1=NC=C(N=C12)Cl)C(C1=CC=CC=C1)(C1=CC=CC=C1)C1=CC=CC=C1)NC1C(C2CCC1CC2)C(=O)OC)F (+/-)-trans-methyl 3-((6-(benzofuran-2-yl)-2-(2-chloro-5-trityl-5H-pyrrolo[2,3-b]pyrazin-7-yl)-5-fluoropyrimidin-4-yl)amino)bicyclo[2.2.2]octane-2-carboxylate